di-sodium tartarate C(C(O)C(O)C(=O)[O-])(=O)[O-].[Na+].[Na+]